C(C)(=O)[O-].C(C)(=O)[O-].C(C)(=O)[O-].[Lu+3].N1CCCC1.N1CCCC1 dipyrrolidine Lutetium triacetate